2,4-Dicarboxybromobenzene C(=O)(O)C1=C(C=CC(=C1)C(=O)O)Br